C1(=CC=C(C=C1)C=1C=C2CCC(OC2=CC1)C(=O)OC)C1=CC=CC=C1 methyl 6-([1,1'-biphenyl]-4-yl)chromane-2-carboxylate